methyl 2-((6-(hydroxymethyl)pyridin-3-yl)amino)-2-methylpropanoate OCC1=CC=C(C=N1)NC(C(=O)OC)(C)C